(E)-1-(2,6-dimethoxypyridin-4-yl)-3-(3-hydroxy-4-methoxyphenyl)-2-methylpropan-2-en-1-one COC1=NC(=CC(=C1)C(\C(=C\C1=CC(=C(C=C1)OC)O)\C)=O)OC